N[C@H]1CN(CCC1)C(=O)C1=CC2=C(N(C(=N2)C=2N(C3=CC=CC=C3C2)CC)C)C(=C1)N(C)C (R)-(3-Aminopiperidin-1-yl)(7-(dimethylamino)-2-(1-ethyl-1H-indol-2-yl)-1-methyl-1H-benzo[d]imidazol-5-yl)methanon